CN1N=CC(=C1)C=1C(=NC=C(N1)C1=CC=C(C=C1)C(F)(F)F)N 3-(1-Methyl-1H-pyrazol-4-yl)-5-(4-(trifluoromethyl)phenyl)pyrazin-2-amine